Dimethyl-4-[2-methyl-8-[2-(3-pyridinyl)ethynyl]-1H-imidazo[4,5-c]quinolin-1-yl]-benzeneacetonitrile CC(C#N)(C1=CC=C(C=C1)N1C(=NC=2C=NC=3C=CC(=CC3C21)C#CC=2C=NC=CC2)C)C